((3,5-difluoropyridin-2-yl)methyl)-4-(5-(5-fluoro-2-methoxypyridin-4-yl)-1H-pyrazole-3-carbonyl)-4-azaspiro[2.5]octane-7-carboxamide FC=1C(=NC=C(C1)F)CC1CC12N(CCC(C2)C(=O)N)C(=O)C2=NNC(=C2)C2=CC(=NC=C2F)OC